ClC1=C(SC(=C1)C#CC1CC1)C1=CC=C(C=C1)NC(C1=C(C=CC=C1C)F)=O N-(4-(3-chloro-5-(cyclopropylethynyl)thiophen-2-yl)phenyl)-2-fluoro-6-methylbenzamide